C(C)N1N=CC(=C1)C1=CC=2C3=C(C=NC2C=C1OC)N(C(N3C3=C(C=NC=C3)F)=O)C 8-(1-Ethyl-1H-pyrazol-4-yl)-1-(3-fluoropyridin-4-yl)-7-methoxy-3-methyl-1,3-dihydroimidazo[4,5-c]quinolin-2-one